O1C(=NC=2C=NC=3C=CC=CC3C21)CNC(OC(C)(C)C)=O tert-butyl (oxazolo[4,5-c]quinolin-2-ylmethyl)carbamate